5-iodo-1-phenyl-1H-imidazole IC1=CN=CN1C1=CC=CC=C1